FC(C=1C=CC(=NC1)S(=O)(=O)Cl)F 5-(difluoromethyl)pyridine-2-sulfonyl chloride